NC=1C=2N(C=CN1)C(=NC2C2=CC1=C(S2)C(=CC(=C1)C)OC)C1CN(CC1)C(C(=CC(C)(C)C)F)=O 1-(3-(8-amino-1-(7-methoxy-5-methylbenzo[b]thiophen-2-yl)imidazo[1,5-a]pyrazin-3-yl)pyrrolidin-1-yl)-2-fluoro-4,4-dimethylpent-2-en-1-one